C(C)(C)(C)[Si](C1=CC=CC=C1)(C1=CC=CC=C1)OC(CCI)CCCCCCCCCCC tert-butyl-[(1-iodotetradecan-3-yl)oxy]diphenylsilane